C(C1=CC=CC=C1)OC(=O)N1CCN(CCN(CCNCC1)CC(=O)OC(C)(C)C)C(=O)OCC1=CC=CC=C1.N1=C(N=CC=C1)N1CCN(CC1)C=1SC(=CN1)C(=O)N 2-(4-pyrimidin-2-ylpiperazin-1-yl)thiazole-5-carboxamide dibenzyl-7-(2-(tert-butoxy)-2-oxoethyl)-1,4,7,10-tetraazacyclododecane-1,4-dicarboxylate